CSC1=NC=C2C(=N1)NN(C2=O)C2=NC=CC=C2 6-methylsulfanyl-2-(2-pyridyl)-1H-pyrazolo[3,4-d]pyrimidin-3-one